tertiary butyl phosphite P(OC(C)(C)C)([O-])[O-]